N-[4-(1,1-Difluoroethyl)-3-methylphenyl]-2-[4-([1,2,4]triazolo[1,5-a]pyridin-7-yl)phenyl]acetamide FC(C)(F)C1=C(C=C(C=C1)NC(CC1=CC=C(C=C1)C1=CC=2N(C=C1)N=CN2)=O)C